N-(4-(benzylthio)octyl)-4-methylbenzenesulfonamide C(C1=CC=CC=C1)SC(CCCNS(=O)(=O)C1=CC=C(C=C1)C)CCCC